C(C)(C)(C)C=1C=C(C=CC1O)C(CC(=O)[O-])(C)C1=CC(=C(C=C1)O)C(C)(C)C 3,3-bis(3-t-butyl-4-hydroxyphenyl)butyrate